2-((2-((4-(((4-(2-acrylamidoethyl)pyrimidin-2-yl)amino)methyl)phenyl)amino)-5-(trifluoromethyl)pyrimidin-4-yl)amino)-N-methylbenzamide C(C=C)(=O)NCCC1=NC(=NC=C1)NCC1=CC=C(C=C1)NC1=NC=C(C(=N1)NC1=C(C(=O)NC)C=CC=C1)C(F)(F)F